[C-]#N.C(CCCC)[N+]1=CC(=CC=C1)CCCC 1-Pentyl-3-butylpyridinium cyanid